ClP1(OCC2(CCC2)CO1)=O 7-chloro-6,8-dioxa-7-phosphaspiro[3.5]nonane 7-oxide